C1(CC1)OC1=CC(=NC(=N1)C(C)(F)F)NC1=CC(=NC=C1OC1CC(C1)F)NC(C)=O N-(4-((6-cyclopropoxy-2-(1,1-difluoroethyl)pyrimidin-4-yl)amino)-5-((1s,3s)-3-fluorocyclobutoxy)pyridin-2-yl)acetamide